C(C)(C)(C)OC(=O)[C@@H]1N[C@H]([C@@]([C@H]1C1=CC(=CC=C1)Cl)(C1=C(C=C(C(=C1)F)Cl)F)CN)CC(C)(C)C (2R,3R,4S,5S)-4-(aminomethyl)-4-(4-chloro-2,5-difluorophenyl)-3-(3-chlorophenyl)-5-neopentylpyrrolidine-2-carboxylic acid tert-butyl ester